3-cyano-4-((3-(7-(((Z)-3-fluoro-1-methylpiperidin-4-yl)amino)-3-(2,2,2-trifluoroethyl)benzo[b]thiophen-2-yl)prop-2-yn-1-yl)amino)-N-methylbenzamide C(#N)C=1C=C(C(=O)NC)C=CC1NCC#CC1=C(C2=C(S1)C(=CC=C2)NC2C(CN(CC2)C)F)CC(F)(F)F